Formamide TFA salt OC(=O)C(F)(F)F.C(=O)N